Cl[Ru-4](=CC1=C(C=CC=C1)N(C)C)(=C1N(CCN1C1=C(C=C(C=C1C)C)C)C1=C(C=C(C=C1C)C)C)Cl dichloro[1,3-bis(2,4,6-trimethylphenyl)-2-imidazolidinylidene][2-(N,N-dimethylamino)-phenylmethylene]ruthenium (II)